ClC=1C=CC=2C3=C(C(N(C2C1)C1=CC=CC=C1)=O)N=C(N3C)C3=CC=NC=C3 7-chloro-1-methyl-5-phenyl-2-(pyridin-4-yl)-1,5-dihydro-4H-imidazo[4,5-c]quinolin-4-one